3-Aminoindole NC1=CNC2=CC=CC=C12